C[C@@H]1N(CCN(C1)C1=NC=CC=C1)C=1N=CC(=NC1)N (S)-5-(2-methyl-4-(pyridin-2-yl)piperazin-1-yl)pyrazin-2-amine